NC1=CC=C(C=C1)C1=CC(NC=C1)=O 4-(4-aminophenyl)pyridin-2(1H)-one